C(C)(C)(C)OC(=O)N1C[C@H]([C@](CC1)(O)C1=CN=C(S1)N)F (3R,4S)-4-(2-aminothiazol-5-yl)-3-fluoro-4-hydroxy-piperidine-1-carboxylic acid tert-butyl ester